FC1([C@@H]([C@@H](N(C1)C(C(C)C)=O)CC=1C(=C(C=CC1)C1=C(C(=CC=C1)F)F)F)NS(=O)(=O)CC)F N-{(2S,3R)-4,4-difluoro-1-(2-methyl-propanoyl)-2-[(2,2',3'-trifluoro[1,1'-biphenyl]-3-yl)methyl]pyrrolidin-3-yl}-ethanesulfonamide